C1(=CC=CC=C1)CC=C=O 3-PHENYLPROP-1-EN-1-ONE